C[C@@H](CNCC1=NC=CC=C1)CC (R)-2-methyl-N-(pyridin-2-ylmethyl)butan-1-amine